Nα-acetyl-L-alanine C(C)(=O)N[C@@H](C)C(=O)O